5-((3-amino-7-bromo-6-(2-cyanoethyl)-8-fluoro-2-(methylthio)quinolin-4-yl)(tert-butoxycarbonyl)amino)-2-azabicyclo[2.1.1]hexane-2-carboxylate NC=1C(=NC2=C(C(=C(C=C2C1N(C1C2CN(C1C2)C(=O)[O-])C(=O)OC(C)(C)C)CCC#N)Br)F)SC